tert-butyl 4-((4-(4-((2,6-dioxopiperidin-3-yl)amino)-2-fluorophenyl)piperazin-1-yl)methyl)piperidine-1-carboxylate O=C1NC(CCC1NC1=CC(=C(C=C1)N1CCN(CC1)CC1CCN(CC1)C(=O)OC(C)(C)C)F)=O